O1C(CCCC1)N1N=CC(=C1)C1=CC=C(C=C1)N1CC2C(C2C1)CN1C(CCC1)=O 1-((3-(4-(1-(tetrahydro-2H-pyran-2-yl)-1H-pyrazol-4-yl)phenyl)-3-azabicyclo[3.1.0]hexane-6-yl)methyl)pyrrolidin-2-one